FC1=CC=C(C(=O)NC(C)C2=NC=3CCCN(C3C=C2)C2=NC=CC=N2)C=C1 4-fluoro-N-{1-[5-(pyrimidin-2-yl)-5,6,7,8-tetrahydro-1,5-naphthyridin-2-yl]ethyl}benzamide